5-amino-1-(4-carboxyphenyl)-tetrazolium nickel [Ni+2].NC=1N=NN[N+]1C1=CC=C(C=C1)C(=O)O